2,2-Dimethyl-5-[4-[(E)-3-phenylprop-2-enoyl]phenoxy]pentanoic acid CC(C(=O)O)(CCCOC1=CC=C(C=C1)C(\C=C\C1=CC=CC=C1)=O)C